C1(CCC1)C1=CNC=2N=CN=C(C21)N2[C@H](CN(CC2)C(=O)OC(C)(C)C)C tert-butyl (S)-4-(5-cyclobutyl-7H-pyrrolo[2,3-d]pyrimidin-4-yl)-3-methylpiperazine-1-carboxylate